1-(tert-Butyl) 3-methyl 5-((tert-butoxycarbonyl)(methyl)amino)piperidine-1,3-dicarboxylate C(C)(C)(C)OC(=O)N(C1CC(CN(C1)C(=O)OC(C)(C)C)C(=O)OC)C